O(C1=CC=CC=C1)C1=C(C=CC(=C1)C)C 2-phenoxy-1,4-dimethylbenzene